BrC=1N=C2N(C=CC=C2)C1 bromo-imidazo[1,2-a]pyridine